BrC1=CC2=C(NC3=C(C=C(C=C23)Cl)C2=CC=C(C=C2)OCCN2N=CC(=C2)Br)C(=N1)C 3-bromo-8-(4-[2-(4-bromo-1H-pyrazol-1-yl)-ethoxy]-phenyl)-6-chloro-1-methyl-9H-pyrido[3,4-b]indole